NC=1C2=C(N=CN1)C(=CS2)C(=O)NC2=C1C=CN=C(C1=CC=C2C)CC2=CC(=C(C=C2)Cl)C2OCCO2 4-amino-N-(1-(4-chloro-3-(1,3-dioxolan-2-yl)benzyl)-6-methylisoquinolin-5-yl)thieno[3,2-d]pyrimidine-7-carboxamide